1-((1R,3S)-3-aminocyclohexyl)-N-ethyl-N-methyl-6-(1H-1,2,4-triazol-3-yl)-1H-imidazo[4,5-c]pyridin-2-amine N[C@@H]1C[C@@H](CCC1)N1C(=NC=2C=NC(=CC21)C2=NNC=N2)N(C)CC